C(C)(C)C1=CC2=C(N=C(S2)CCC(=O)N)C=C1 3-(6-isopropylbenzo[d]thiazol-2-yl)propanamide